Tert-Butyl ((1S)-(7-(1-amino-2-cyclobutylethyl)imidazo[1,2-b]pyridazin-2-yl)(4,4-difluorocyclohexyl)methyl)carbamate NC(CC1CCC1)C1=CC=2N(N=C1)C=C(N2)[C@H](C2CCC(CC2)(F)F)NC(OC(C)(C)C)=O